C(CCCCCCCC)N1CCC(CC1)C(=O)O N-n-nonyl-4-piperidinecarboxylic acid